FC1=CC(=C(C=2NC(=NC21)CN2C(C(=CC=C2)NC([C@@H](CC\C=C\C(=O)N(C)C)CN(C([O-])=O)C)=O)=O)CCC(F)(F)F)F (S,E)-1-((1-((4,6-Difluoro-7-(3,3,3-trifluoropropyl)-1H-benzo[d]imidazol-2-yl)methyl)-2-oxo-1,2-dihydropyridin-3-yl)amino)-7-(dimethylamino)-1,7-dioxohept-5-en-2-yl-dimethylcarbamat